COC(C1=CC=C(C=C1)C=1C=C(C2=C(C=C(O2)CN)C1)Cl)=O 4-(2-(aminomethyl)-7-chlorobenzofuran-5-yl)benzoic acid methyl ester